methyl 3-(3-cyanophenyl)-3-[4-(7H-pyrrolo[2,3-d]pyrimidin-4-yl)-1H-pyrazol-1-yl]propanoate trifluoroacetate FC(C(=O)O)(F)F.C(#N)C=1C=C(C=CC1)C(CC(=O)OC)N1N=CC(=C1)C=1C2=C(N=CN1)NC=C2